(S)-5-chloro-3-hydroxy-8-((1-(1-methylpyrrolidin-3-yl)-1H-indazol-6-yl)sulfonyl)quinazoline-2,4(1H,3H)-dione ClC1=C2C(N(C(NC2=C(C=C1)S(=O)(=O)C1=CC=C2C=NN(C2=C1)[C@@H]1CN(CC1)C)=O)O)=O